(S)-11-(4-fluorophenyl)-3-(methoxymethoxy)-10-(trifluoromethyl)-3,4-dihydro-2H,6H-[1,4]thiazepino[2,3,4-ij]quinazoline-6,8(7H)-dione FC1=CC=C(C=C1)C1=C(C=C2C(NC(N3C2=C1SC[C@H](C3)OCOC)=O)=O)C(F)(F)F